1-(1-methylvinyl)-3-methoxybenzene CC(=C)C1=CC(=CC=C1)OC